[Ag].[N+](=O)([O-])C(C=1N=NNC1[N+](=O)[O-])[N+](=O)[O-] 4-dinitromethyl-5-nitro-1,2,3-triazole silver salt